1,11-bismaleimido-3,6,9-trioxoundecane C1(C=CC(N1CCC(CCC(CCC(CCN1C(C=CC1=O)=O)=O)=O)=O)=O)=O